1-AZONIATRICYCLO[3.3.1.1(3,7)]DECANE [NH+]12CC3CC(CC(C1)C3)C2